C(C)(C)(C)C1=CC2=C(OPOC3=C2C=C(C=C3C(C)(C)C)C(C)(C)C)C(=C1)C(C)(C)C 2,4,8,10-tetra-tert-butyldibenzo[d,f][1,3,2]dioxaphosphepine